[N+](#[C-])C1=C(C=CC=C1)C=1NC2=CC=CC=C2C1 (2-isocyanophenyl)-indole